N-(2-cyclopropyl-2,2-difluoroethyl)-5-(imidazo[1,2-a]pyridin-6-yl)pyrrolo[2,1-f][1,2,4]triazin-2-amine C1(CC1)C(CNC1=NN2C(C=N1)=C(C=C2)C=2C=CC=1N(C2)C=CN1)(F)F